N1C=CC2=CC(=CC=C12)NC(OCCC1=CC=C(C=C1)C1=C(C=CC=C1)F)=O 2-(2'-fluoro-[1,1'-biphenyl]-4-yl)ethyl (1H-indol-5-yl)carbamate